P(=O)(OC[C@H]1O[C@@]([C@@H]([C@@H]1O)O)(C#N)C1=CC=C2C(=NC=NN21)N)(OCCOCCCCCCCCCCCCCC)O [(2R,3S,4R,5R)-5-(4-Aminopyrrolo[2,1-f][1,2,4]triazin-7-yl)-5-cyano-3,4-dihydroxy-tetrahydrofuran-2-yl]methyl 2-tetradecoxyethyl hydrogen phosphate